COC1[C@]23[C@@]([C@H]4CC[C@]5([C@H]([C@@H]4C1)CC[C@@H]5[C@H](C)OC=5C(=NC=CC5)CO)C)(CC[C@@H]2C3)C (1S)-1-(3-((1S)-1-((1aR,3aR,3bS,5aS,6S,8aS,8bS,10aS)-10-methoxy-3a,5a-dimethylhexadecahydrocyclopenta[a]cyclopropa[2,3]cyclopenta[1,2-f]naphthalen-6-yl)ethoxy)pyridin-2-yl)methanol